5-t-butylazidomethylbenzene C(C)(C)(C)C=1C=CC=C(C1)CN=[N+]=[N-]